5-cyclopropyl-1-(3-morpholinyl)propylimidazole C1(CC1)C1=CN=C(N1)C(CC)C1NCCOC1